C(C)(C)(C)OC(NC1(CN(C1)C=1SC(=C(N1)C)C(=C)C1=CC=C(C=C1)N1N=CN(C1=O)CC1=C(C=CC=C1F)F)C)=O N-[1-[5-[1-[4-[4-[(2,6-difluorophenyl)methyl]-5-oxo-1,2,4-triazol-1-yl]phenyl]vinyl]-4-methyl-thiazol-2-yl]-3-methyl-azetidin-3-yl]carbamic acid tert-butyl ester